monocalcium silicon dioxide [Si](=O)=O.[Ca]